4-(chlorosulfonyl)phenyl isocyanate ClS(=O)(=O)C1=CC=C(C=C1)N=C=O